ClC1=CN=CN1 5-Chloro-1H-imidazol